BrC=1C=C(C=CC1)[C@@H](C)NC=1C2=C(N=C(N1)C)C=CC(=N2)Cl (R)-N-(1-(3-bromophenyl)ethyl)-6-chloro-2-methylpyrido[3,2-d]pyrimidin-4-amine